CN1C(=NC=C1)S(=O)(=O)NC=1C=C(C=C2C=CC=NC12)C 1-methyl-N-(6-methyl-quinolin-8-yl)-1H-imidazole-2-sulfonamide